The molecule is a trihydroxyflavanone that is (2S)-flavanone substituted by hydroxy groups at positions 7, 2' and 4' , a methoxy group at position 5 and a (2S)-5-hydroxy-5-methyl-2-(prop-1-en-2-yl)hexyl group at position 8 respectively. It has a role as an anti-inflammatory agent, an antioxidant and a plant metabolite. It is a trihydroxyflavanone, a monomethoxyflavanone and a member of 4'-hydroxyflavanones. It derives from a (2S)-flavanone. CC(=C)[C@H](CCC(C)(C)O)CC1=C2C(=C(C=C1O)OC)C(=O)C[C@H](O2)C3=C(C=C(C=C3)O)O